BrC=1C(=C(C=C(C1)C)C(CC(=O)C1CCC(CC1)(C)C)=O)O 1-(3-bromo-2-hydroxy-5-methyl-phenyl)-3-(4,4-dimethylcyclohexyl)propane-1,3-dione